1,8-diazabicyclo[5.4.0]undec-7-ene phenolate C1(=CC=CC=C1)[O-].N12CCCCCC2=NCCC1